ethylquinol C(C)C1=C(O)C=CC(=C1)O